CNS(=O)(=O)C1=CC(=CC=C1)C=1SC=2C=NC(=CC2N1)NC1=NC(=NC=C1)N1[C@@H]2CN([C@H](C1)C2)C N-methyl-3-[6-({2-[(1S,4S)-5-methyl-2,5-diazabicyclo[2.2.1]heptan-2-yl]pyrimidin-4-yl}amino)-[1,3]thiazolo[5,4-c]pyridin-2-yl]benzene-1-sulfonamide